CN1[C@H]2[C@@](CCC1)(CCC2)COC=2N=C(C1=C(N2)C(=C(N=C1)C1=CC(=CC2=CC=C(C(=C12)C#C)F)O)F)N1CC(CCC1)C#N 1-(2-{[(4aS,7aR)-1-methyl-octahydro-1H-cyclopenta[b]pyridin-4a-yl]methoxy}-7-(8-ethynyl-7-fluoro-3-hydroxynaphthalen-1-yl)-8-fluoropyrido[4,3-d]pyrimidin-4-yl)piperidine-3-carbonitrile